FC1=C(C=CC(=C1)C(F)(F)F)COC1CN(C1)C(=O)N1CC2=C(SCC(N2)=O)CC1 6-[3-[[2-fluoro-4-(trifluoromethyl)phenyl]methoxy]azetidine-1-carbonyl]-4,5,7,8-tetrahydropyrido[4,3-b][1,4]thiazin-3-one